NC1=NC=NC2=C1C=C1N2C(OC2=C1C=CC=C2)C(=O)O 11-amino-6H-benzo[e]pyrimido[5',4':4,5]pyrrolo[1,2-c][1,3]oxazine-6-carboxylic acid